Dimethyl-3,4-methylenedioxyamphetamine CN(C(C)CC1=CC2=C(C=C1)OCO2)C